C(C)N1CCN(CC1)CC1=C(C=C(C=C1)NC(=O)NC1=CC=C(C=C1)OC1=NC=NC(=C1)NC)C(F)(F)F 1-[4-[(4-ethylpiperazin-1-yl)methyl]-3-(trifluoromethyl)phenyl]-3-[4-[6-(methylamino)pyrimidin-4-yl]oxyphenyl]urea